8-(4-methoxyphenyl)-N-(3-bromophenyl)quinazolin-2-amine COC1=CC=C(C=C1)C=1C=CC=C2C=NC(=NC12)NC1=CC(=CC=C1)Br